ClC1=CC=C(S1)CCO 5-chlorothiophene-2-ethanol